O=C1NC=C(C(N1CC1=C(C=CC=C1)F)=O)C(=O)NC1=NC=CC=C1 2,4-Dioxo-3-(2-fluorobenzyl)-N-(pyridin-2-yl)-1,2,3,4-tetrahydropyrimidine-5-carboxamide